1,3-diethyl 2-[(1S)-1-(2,3-dichloro-6-[[2-(trimethylsilyl)ethoxy]methoxy]phenyl)-2-nitroethyl]propanedioate ClC1=C(C(=CC=C1Cl)OCOCC[Si](C)(C)C)[C@@H](C[N+](=O)[O-])C(C(=O)OCC)C(=O)OCC